allyl-(oxygen) C(C=C)[O]